1-(pyridin-3-yl)propan-2-yl 2-(3,5-dichlorophenyl)benzo[d]oxazole-6-carboxylate ClC=1C=C(C=C(C1)Cl)C=1OC2=C(N1)C=CC(=C2)C(=O)OC(CC=2C=NC=CC2)C